[O-]S(=O)(=O)C(F)(F)F.[N+](=O)([O-])C1=CC=C(C=C1)[I+]C1=CC=CC=C1 (4-nitrophenyl)(phenyl)iodonium triflate